3-((2-methoxybenzyl)carbamoyl)-4-(2-methoxyethyl)-3-methyl-5-oxo-2,3,4,5-tetrahydrobenzofuro[2,3-f][1,4]oxazepine-8-carboxylic acid COC1=C(CNC(=O)C2(COC3=C(C(N2CCOC)=O)OC2=C3C=CC(=C2)C(=O)O)C)C=CC=C1